C(C#C)N1C(CCCC1)=O 1-(prop-2-ynyl)piperidin-2-one